NC1=C(N=C(O1)C1=CC=CC=C1)C(=O)N 5-Amino-2-phenyl-oxazole-4-carboxylic acid amide